N-(3'-(5-((3-(acetylaminomethyl)azetidin-1-yl)methyl)-6-methoxypyridin-2-yl)-2,2'-dichloro-[1,1'-biphenyl]-3-yl)-1,5-dimethyl-4,5,6,7-tetrahydro-1H-imidazo[4,5-c]pyridine-2-Formamide C(C)(=O)NCC1CN(C1)CC=1C=CC(=NC1OC)C=1C(=C(C=CC1)C1=C(C(=CC=C1)NC(=O)C=1N(C2=C(CN(CC2)C)N1)C)Cl)Cl